tert-butyl (S)-6-(2-iodoethoxy)-1,4-oxazepane-4-carboxylate ICCO[C@H]1CN(CCOC1)C(=O)OC(C)(C)C